2-Ethylhexane-1-thiol C(C)C(CS)CCCC